2-benzyl-2-(((2R,3S,4R,5R)-5-(2-chloro-6-(cyclopropylamino)-9H-purin-9-yl)-3-ethynyl-3,4-dihydroxytetrahydrofuran-2-yl)methoxy)malonic acid C(C1=CC=CC=C1)C(C(=O)O)(C(=O)O)OC[C@H]1O[C@H]([C@@H]([C@@]1(O)C#C)O)N1C2=NC(=NC(=C2N=C1)NC1CC1)Cl